4-(4-propenoylpiperazin-1-yl)-7-(6-amino-2,3,4-trifluorophenyl)-6-chloro-1-(2-isopropyl-4-methylpyridin-3-yl)-2-oxo-1,2-dihydro-1,8-naphthyridine-3-carbonitrile C(C=C)(=O)N1CCN(CC1)C1=C(C(N(C2=NC(=C(C=C12)Cl)C1=C(C(=C(C=C1N)F)F)F)C=1C(=NC=CC1C)C(C)C)=O)C#N